4-(8-fluoroimidazo[1,2-a]pyridin-3-yl)-7-[[5-[(3S)-3-(1-hydroxy-1-methyl-ethyl)-1-piperidyl]-2-pyridyl]amino]-2,3-dihydropyrrolo[3,4-c]pyridin-1-one FC=1C=2N(C=CC1)C(=CN2)C2=NC=C(C1=C2CNC1=O)NC1=NC=C(C=C1)N1C[C@H](CCC1)C(C)(C)O